CC1=C(C=CC(=C1)C)C(CNC(=O)C1=C(N=NC(=C1)I)OC1=CC(=CC=C1)C(F)(F)F)(F)F N-[2-(2,4-dimethylphenyl)-2,2-difluoro-ethyl]-6-iodo-3-[3-(trifluoromethyl)phenoxy]pyridazine-4-carboxamide